C(C)(C)(C)OC(=O)N[C@H](C(=O)O)COC1=C(C(=CC=C1)F)[N+](=O)[O-] (S)-2-(tert-butoxycarbonylamino)-3-(3-fluoro-2-nitrophenoxy)propionic acid